C1(CSCC(=O)O1)=O monothiodiacetic anhydride